5-bromo-N4-methyl-pyridine-3,4-diamine CNC1=C(C=NC=C1N)Br